BrC1=C(NC2=NSC=3C2=NC(=CN3)C=NC(C(=O)O)C(C)O)C=CC=C1C1=CC3=C(OCCO3)C=C1 2-((3-(2-bromo-3-(1,4-benzodioxan-6-yl)anilino)isothiazolo[4,5-b]pyrazin-5-ylmethylene)amino)-3-hydroxybutyric acid